FC1=C(C(=C(C=C1C1=NN(C2=NC(=NC=C21)N(C2CN(C1=CC=CC=C1C2)C)C)C)C(F)(F)F)F)O 2,6-Difluoro-3-(1-methyl-6-(methyl(1-methyl-1,2,3,4-tetrahydroquinolin-3-yl)amino)-1H-pyrazolo[3,4-d]pyrimidin-3-yl)-5-(trifluoromethyl)phenol